ClC1=NC=CC=2N1C(=NN2)C2=CC=C1C=CNC1=C2 5-chloro-3-(1H-6-indolyl)-[1,2,4]triazolo[4,3-c]pyrimidine